Benzyl 3-(N-(cyclopropanecarbonyl)-4-fluorobenzamido)-2-fluorobenzoate C1(CC1)C(=O)N(C(C1=CC=C(C=C1)F)=O)C=1C(=C(C(=O)OCC2=CC=CC=C2)C=CC1)F